C(C)(C)(C)C1=C(C(=NC(=C1)I)Br)OCCOC tert-butyl-2-bromo-6-iodo-3-(2-methoxyethoxy)pyridine